(2-Cyclopropylethyl)-2,2-dimethyl-4-(3-methyl-2-oxo-1,3-benzoxazol-6-yl)piperazine-1-carboxamide C1(CC1)CCC1C(N(CCN1C1=CC2=C(N(C(O2)=O)C)C=C1)C(=O)N)(C)C